O1C=CC=2C1=CC1=C(C=CC(O1)=O)C2 7H-furo[3,2-g]benzopyran-7-one